O=C1NC(CCC1N1C(C2=CC=C(C=C2C1=O)N1CC(C1)OCCCOCCCOC1CC(C1)OC1=NC=C(C=C1)C=1C=CC=2C3=C(N(C2C1)C)C=CN=C3)=O)=O 2-(2,6-dioxopiperidin-3-yl)-5-(3-(3-(3-((1s,3s)-3-((5-(5-methyl-5H-pyrido[4,3-b]indol-7-yl)pyridin-2-yl)oxy)cyclobutoxy)propoxy)propoxy)azetidin-1-yl)isoindoline-1,3-dione